FC(C=1C(=CNCC1)C(=O)N)(F)F 4-(trifluoromethyl)-1,6-dihydropyridine-3-carboxamide